[Si](C1=CC=CC=C1)(C1=CC=CC=C1)(C(C)(C)C)O[C@H](CC(=O)OCC)C Ethyl (S)-3-((tert-butyldiphenylsilyl)oxy)butanoate